5-((4-chloro-2-((((1-hydroxycyclopropyl)methyl)amino)methyl)-5-((4''-(2-((2-hydroxyethyl)amino)ethoxy)-2,2'-dimethyl-[1,1':3',1''-terphenyl]-3-yl)methoxy)phenoxy)methyl)nicotinonitrile ClC1=CC(=C(OCC=2C=NC=C(C#N)C2)C=C1OCC=1C(=C(C=CC1)C1=C(C(=CC=C1)C1=CC=C(C=C1)OCCNCCO)C)C)CNCC1(CC1)O